(R)-N-(2-(1-ethyl-8-oxa-1-azaspiro[4.5]decan-4-yl)thieno[2,3-b]pyridin-4-yl)-4,6-difluorobenzo[d]thiazol-5-amine C(C)N1CC[C@H](C12CCOCC2)C2=CC=1C(=NC=CC1NC=1C(=CC3=C(N=CS3)C1F)F)S2